[Si](C)(C)(C(C)(C)C)OC1=C2C=CC(=CC2=CC(=C1)OC)OS(=O)(=O)C(F)(F)F [5-[tert-butyl(dimethyl)silyl]oxy-7-methoxy-2-naphthyl]trifluoromethanesulfonate